C1(CC1)C(=O)NC1=CC(=C(N=N1)C(=O)NC)NC1=NN2C(C=CC(=C2)N2CC(C2)(C)C)=N1 6-(cyclopropanecarboxamido)-4-((6-(3,3-dimethylazetidin-1-yl)-[1,2,4]triazolo[1,5-a]pyridin-2-yl)amino)-N-methylpyridazine-3-carboxamide